5-((4-(2-aminoethyl)piperazin-1-yl)methyl)-2-(2,6-dioxopiperidin-3-yl)isoindoline NCCN1CCN(CC1)CC=1C=C2CN(CC2=CC1)C1C(NC(CC1)=O)=O